4-(5-Hydroxy-1-benzofuran-2-yl)pyridine-3-carbonitrile OC=1C=CC2=C(C=C(O2)C2=C(C=NC=C2)C#N)C1